C(C=C)(=O)[Al].[Pb].[Sn] tin-lead alloyl-aluminum